5z-7Z-3-hexenal C(CC=CCC)=O